di-tert-butyl 1-(4-(tert-butoxy)-3,3-dimethyl-4-oxobutyl)-6-((tert-butyldiphenylsilyl)oxy)hexahydropyrrolo[3,2-c]pyrazole-2,4-dicarboxylate C(C)(C)(C)OC(C(CCN1N(CC2C1C(CN2C(=O)OC(C)(C)C)O[Si](C2=CC=CC=C2)(C2=CC=CC=C2)C(C)(C)C)C(=O)OC(C)(C)C)(C)C)=O